C(C1=CC=CC=C1)(C1=CC=CC=C1)=NC1=CC=C(C(=C1C(=O)C1=NC=CC=C1F)Cl)C(F)(F)F [6-(benzhydrylideneamino)-2-chloro-3-(trifluoromethyl)phenyl]-(3-fluoro-2-pyridyl)methanone